(R,Z)-N-(1-(2-(1-cyanocyclopropyl)-3,6-dimethyl-4-oxo-3,4-dihydroquinazolin-8-yl)ethylidene)-2-methylpropane-2-sulfinamide C(#N)C1(CC1)C1=NC2=C(C=C(C=C2C(N1C)=O)C)\C(\C)=N/[S@](=O)C(C)(C)C